C(C)(C)(C)OC(=O)N1CC(=CCC1)C1=NC=CC(=C1)Cl 4-chloro-5',6'-dihydro-[2,3'-bipyridine]-1'(2'H)-carboxylic acid tert-butyl ester